C(CCCCCCCC=CCCCCCCCC)=O 9-Octadecenal